NC1=CC=C(C=N1)CNC(=O)[C@H]1N([C@H]2C[C@]2(C1)C)C(CNC(C1=CC=C(C=C1)OC1=CC=CC=C1)=O)=O (1S,3S,5S)-N-((6-aminopyridin-3-yl)methyl)-5-methyl-2-((4-phenoxybenzoyl)glycyl)-2-azabicyclo[3.1.0]hexane-3-carboxamide